N[C@@H]1CN(CCC1(F)F)C1=NC2=C(N1CC1=NC=C(C=N1)Cl)C(=CC(=C2)F)C#N (R)-2-(3-Amino-4,4-difluoropiperidin-1-yl)-1-((5-chloropyrimidin-2-yl)methyl)-5-fluoro-1H-benzo[d]imidazol-7-carbonitril